tert-butyl-3-(9-hydroxy-4-oxo-2,3-dihydro-4H-1-thia-3a,5,8-triazaphenalen-6-yl)-3,8-diazabicyclo[3.2.1]octane-8-carboxylate C(C)(C)(C)OC(=O)N1C2CN(CC1CC2)C2=NC(N1CCSC=3C(=NC=C2C31)O)=O